O1CCC2=C1C=CC(=C2)C2=NN1C(N(C(=C(C1=O)N1CCNCC1)CC)CC(=O)NC1=C(C=C(C=C1)S(F)(F)(F)(F)F)C)=N2 2-(2-(2,3-dihydrobenzofuran-5-yl)-5-ethyl-7-oxo-6-(piperazine-1-yl)-[1,2,4]triazolo[1,5-a]pyrimidin-4(7H)-yl)-N-(2-methyl-4-(pentafluoro-λ6-sulfanyl)phenyl)acetamide